CC([C@@H](C(=O)N1[C@@H](C[C@H](C1)O)C(=O)N[C@@H](C)C1=CC=C(C=C1)C1=C(N=CS1)C)NC(CCCCCCNC(=O)[C@H]1CNCC1)=O)(C)C (2s,4r)-1-((S)-3,3-dimethyl-2-(7-((R)-pyrrolidine-3-carboxamido)heptamido)butyryl)-4-hydroxy-N-((S)-1-(4-(4-methylthiazol-5-yl)phenyl)ethyl)pyrrolidine-2-carboxamide